C1(CC1)C(=C)C1=C(C=2CCC2C=C1)N 3-(1-Cyclopropylvinyl)bicyclo[4.2.0]oct-1(6),2,4-trien-2-amine